N-(4-([1,2,4]triazolo[1,5-c]pyrimidin-7-yloxy)-3-methylphenyl)-6-methoxy-5-((1S,5S)-2-(methyl-d3)-2,6-diazabicyclo[3.2.0]heptan-6-yl)quinazolin-4-amine N=1C=NN2C=NC(=CC21)OC2=C(C=C(C=C2)NC2=NC=NC1=CC=C(C(=C21)N2[C@H]1CCN([C@H]1C2)C([2H])([2H])[2H])OC)C